FC1=CC2=C(N1)NC=C2B2OC(C(O2)(C)C)(C)C 5-fluoro-3-(4,4,5,5-tetramethyl-1,3,2-dioxaborolan-2-yl)-1H-pyrrolo[2,3-b]pyrrole